N1=C(C=CC=C1)N1CC(C1)O 1-(pyridin-2-yl)azetidin-3-ol